CC1=C(C=C2C(=N1)NC(=N2)C2CN(CC2)C#N)C2=CC=CC=C2 3-(5-methyl-6-phenyl-3H-imidazo[4,5-b]pyridin-2-yl)pyrrolidine-1-carbonitrile